FC(C=C(C(C)(O)C)I)(C(F)(F)F)F 5,5,6,6,6-pentafluoro-3-iodo-2-methylhex-3-ene-2-ol